OCCOCCC(=O)NC=1C=C2C=CN(C2=CC1)CC1=CC=C(C=C1)C(F)(F)F 3-(2-hydroxyethoxy)-N-(1-(4-(trifluoromethyl)benzyl)-1H-indol-5-yl)propanamide